rel-(R)-1-(2-(piperidin-2-yl)benzyl)-2-thiocarbonyl-1,2,3,5-tetrahydro-4H-pyrrolo[3,2-d]pyrimidin-4-one N1[C@H](CCCC1)C1=C(CN2C(NC(C3=C2C=CN3)=O)=C=S)C=CC=C1 |o1:1|